4-(6-((2-Methoxy-4-(methoxycarbonyl)benzyl)oxy)pyridin-2-yl)piperidine-1-carboxylic acid tert-butyl ester C(C)(C)(C)OC(=O)N1CCC(CC1)C1=NC(=CC=C1)OCC1=C(C=C(C=C1)C(=O)OC)OC